4-cyclopropyl-1-(4-cyclopropyl-5-(isopropylthio)thiazol-2-yl)-3-methyl-1H-pyrazole-5-carboxylic acid C1(CC1)C=1C(=NN(C1C(=O)O)C=1SC(=C(N1)C1CC1)SC(C)C)C